FC1=C(C(=C(C=C1OC)OC)F)C1=NC(=C2C=C(N=CC2=C1)N[C@H]1[C@H](COC1)NC(C=C)=O)N1CC2(CCO2)C1 N-((3R,4S)-4-((7-(2,6-difluoro-3,5-dimethoxyphenyl)-5-(1-oxa-6-azaspiro[3.3]heptan-6-yl)-2,6-naphthyridin-3-yl)amino)tetrahydrofuran-3-yl)acrylamide